C1(=CC=CC=C1)C(S(=O)(=O)C1=CC=CC=C1)NC(OC(C)(C)C)=O tert-Butyl (phenyl(phenylsulfonyl)methyl)carbamate